n-butoxy(n-butanolate) C(CCC)OC(CCC)[O-]